Cl.CN(C)C(CC)Cl N,N-dimethyl-amino-1-chloropropane hydrochloride